3-(4,4,5,5-tetramethyl-1,3,2-dioxaborolan-2-yl)-6,7-dihydro-5H-cyclopenta[b]pyridin-7-yl acetate C(C)(=O)OC1CCC=2C1=NC=C(C2)B2OC(C(O2)(C)C)(C)C